palladium-gold-platinum [Pt].[Au].[Pd]